NC=1C=C(C=C2C=C(N=CC12)NC(=O)[C@@H]1[C@H](C1)C=1C=NN(C1)C)C=1C(=NC=CC1C)N1CCCC1 (1S,2S)-N-(8-amino-6-(4-methyl-2-(pyrrolidin-1-yl)pyridin-3-yl)isoquinolin-3-yl)-2-(1-methyl-1H-pyrazol-4-yl)cyclopropanecarboxamide